BrC=1C(=CC=2N(C1)C(=CN2)S(=O)(=O)CC)OC2=C(C=C(C=C2)F)F 6-bromo-7-(2,4-difluorophenoxy)-3-(ethylsulfonyl)imidazo[1,2-a]pyridine